C(C)(C)(C)OC(NC1C(N(CC1)C1=C(C(=C(C=C1)Br)F)C(F)(F)F)=O)=O (1-(4-bromo-3-fluoro-2-(trifluoromethyl)phenyl)-2-oxopyrrolidin-3-yl)carbamic acid tert-butyl ester